5-(3-(trans-4-((S)-1-hydroxyethyl)cyclohexyl)pyrazolo[1,5-a]pyridin-5-yl)pyrimidine O[C@@H](C)[C@@H]1CC[C@H](CC1)C=1C=NN2C1C=C(C=C2)C=2C=NC=NC2